Methyl ((S)-1-((S or R)-2-(((S)-1-(cyclopropylamino)-6,6-difluoro-1,2-dioxoheptan-3-yl)carbamoyl)piperidin-1-yl)-3,3-dimethyl-1-oxobutan-2-yl)carbamate C1(CC1)NC(C([C@H](CCC(C)(F)F)NC(=O)[C@H]1N(CCCC1)C([C@H](C(C)(C)C)NC(OC)=O)=O)=O)=O |o1:16|